C(C)(C)(C)OC(N[C@H](C)C1=C(C(=CC(=C1)F)F)OCCCCN)=O (R)-1-(2-(4-Aminobutoxy)-3,5-difluorophenyl)ethylcarbamic acid tert-butyl ester